C(C)(C)(C)C=1C=C(N(N1)C1=CC(=C(C=C1)C)CN1CCOCC1)NC(=O)NC1=CC=C(C2=CC=CC=C12)OCCN1CCOCC1 1-[5-tert-butyl-2-(4-methyl-3-(morpholin-4-yl)methylphenyl)-2H-pyrazol-3-yl]-3-[4-(2-morpholin-4-yl-ethoxy)naphthalen-1-yl]-urea